ClC1=C(C=CC(=C1)Cl)N1C(=NN=C1S)CCC 3-(4-(2,4-Dichlorophenyl)-5-mercapto-4H-1,2,4-triazole-3-yl)propan